CC1=NN=C(N1C1CCN(CC1)C(=O)N)C 4-(3,5-dimethyl-4H-1,2,4-triazol-4-yl)piperidineamide